nitrosocopper ferricyanide [Fe-3](C#N)(C#N)(C#N)(C#N)(C#N)C#N.N(=O)[Cu+].N(=O)[Cu+].N(=O)[Cu+]